trans-4-((4-methoxy-5-(pyrazolo[1,5-a]pyridin-5-yl)-7H-pyrrolo[2,3-d]pyrimidin-2-yl)amino)-1-methylcyclohexan-1-ol COC=1C2=C(N=C(N1)NC1CCC(CC1)(O)C)NC=C2C2=CC=1N(C=C2)N=CC1